C(CCCCCCC)C1=CC=C(C=C)C=C1 4-n-octylstyrol